F[C@H]1COC2=C(C=CC=C2C1=N[S@](=O)C(C)(C)C)F (R)-N-((R)-3,8-difluoro-chroman-4-ylidene)-2-methylpropan-2-sulfinamide